CC=1C(=NC=CC1)OC1=CC(=C(C=C1)C1=NOC(=N1)CC(C(=O)O)=C)S(=O)(=O)C ((3-(4-((3-methylpyridin-2-yl)oxy)-2-(methylsulfonyl)phenyl)-1,2,4-oxadiazol-5-yl)methyl)acrylic acid